[F].[Na].[Mn].[Ni] nickel manganese sodium fluorine